phenylethylamine iodide salt [I-].C1(=CC=CC=C1)CCN